ClC=1C=C(C=CC1)C1CC(C(N(C1C1=CC=C(C=C1)Cl)C(CNS(=O)C(C)(C)C)CC)=O)(C)CC(=O)O 2-(5-(3-chlorophenyl)-6-(4-chlorophenyl)-1-(1-(1,1-dimethylethylsulfinamido)butan-2-yl)-3-methyl-2-oxopiperidin-3-yl)acetic acid